CN(/C=C(/C(=O)C1=CC=C(C=C1)OC1=CC=C(C=C1)F)\C=1C=NC=CC1)C (E)-3-(dimethylamino)-1-(4-(4-fluorophenoxy)phenyl)-2-(pyridin-3-yl)prop-2-en-1-one